3,4,5-trimethoxy-β,β-dideuterophenethylamine COC=1C=C(C(CN)([2H])[2H])C=C(C1OC)OC